NC1=C(C(N(C2=CC(=CC=C12)C)CC1=NC=CC=C1)=O)C(=O)OC methyl 4-amino-7-methyl-2-oxo-1-(pyridin-2-ylmethyl)-1,2-dihydroquinoline-3-carboxylate